C(C(=C)C)(=O)OC(CCCC)(OC(C(=C)C)=O)OC(C(=C)C)=O pentanetriol trimethacrylate